ClC1=NC(=C(C(=N1)NCC1(CCCC1)O)[N+](=O)[O-])N1[C@H](CN([C@@H](C1)C)C(C(C)C)C1=CC=C(C=C1)Cl)C 1-(((2-chloro-6-((2S,5R)-4-(1-(4-chlorophenyl)-2-methylpropyl)-2,5-dimethylpiperazin-1-yl)-5-nitropyrimidin-4-yl)amino)methyl)cyclopentan-1-ol